2-chloro-N-(5-methyl-1,3,4-oxadiazol-2-yl)-3-(methylsulfinyl)-4-(trifluoromethyl)benzamide ClC1=C(C(=O)NC=2OC(=NN2)C)C=CC(=C1S(=O)C)C(F)(F)F